(S)-4-(5-(5-fluoro-2-methoxypyridin-4-yl)-1H-pyrazol-3-carbonyl)-N-((1r,4S)-4-hydroxy-4-(trifluoromethyl)cyclohexyl)-4-azaspiro[2.5]octane-7-carboxamide FC=1C(=CC(=NC1)OC)C1=CC(=NN1)C(=O)N1C2(CC2)C[C@H](CC1)C(=O)NC1CCC(CC1)(C(F)(F)F)O